FC=1C(=C(C=CC1F)[C@H]1[C@@H](O[C@]([C@H]1C)(C(F)(F)F)C)C=1NC(=CC(C1)=O)C)OC 2-((2R,3S,4S,5R)-3-(3,4-difluoro-2-methoxyphenyl)-4,5-dimethyl-5-(trifluoromethyl)tetrahydrofuran-2-yl)-6-methylpyridin-4(1H)-one